di((Z)-pent-2-en-1-yl)8,8'-((3-((2-hydroxyethyl)(8-carbonyl-8-(((Z)-pent-2-en-1-yl)oxy)octyl)amino)propyl)azanediyl)dioctanoate C(\C=C/CC)OC(CCCCCCCN(CCCCCCCC(=O)OC\C=C/CC)CCCN(CCCCCCCC(OC\C=C/CC)=C=O)CCO)=O